N(=[N+]=[N-])C=1N=C(C=2C(N1)=CNN2)N[C@H](CO)CCC (S)-2-((5-azido-2H-pyrazolo[4,3-d]pyrimidin-7-yl)amino)pentan-1-ol